3-(6-morpholino-4-oxo-4H-pyran-2-yl)benzoic acid O1CCN(CC1)C1=CC(C=C(O1)C=1C=C(C(=O)O)C=CC1)=O